FC1=C(CN(C(CC(C)(C)C)=O)C)C=CC=C1 N-(2-fluorobenzyl)-N,3,3-trimethylbutanamide